dibenzo[b,d]furan-1-boronic acid C1(=CC=CC=2OC3=C(C21)C=CC=C3)B(O)O